(S)-8-(1-acryloyl-3-pyrrolidinyl)-2-((3-methyl-4-(4-methyl-1-piperazinyl)phenyl)amino)-7(8H)pteridinone C(C=C)(=O)N1C[C@H](CC1)N1C(C=NC=2C=NC(=NC12)NC1=CC(=C(C=C1)N1CCN(CC1)C)C)=O